O[C@H](CO)C1=C(C=C(C2=C1CCO2)C2=CC=C(C=C2)OC(F)(F)F)CNC(C=C)=O (S)-N-((4-(1,2-dihydroxyethyl)-7-(4-(trifluoromethoxy)phenyl)-2,3-dihydrobenzofuran-5-yl)methyl)acrylamide